(3-((3R,5R)-5-(dimethoxymethyl)tetrahydrofuran-3-yl)-5-(propylsulfanyl)-3H-[1,2,3]triazolo[4,5-d]pyrimidin-7-yl)carbamic acid tert-butyl ester C(C)(C)(C)OC(NC=1C2=C(N=C(N1)SCCC)N(N=N2)[C@H]2CO[C@H](C2)C(OC)OC)=O